ClC1=CC=C(C=N1)CNC(C1=CN=C(C(=C1)C)N1CC=2C=C(C=NC2CC1)C=1C(=NN(C1)C)C)=O N-((6-chloropyridin-3-yl)methyl)-6-(3-(1,3-dimethyl-1H-pyrazol-4-yl)-7,8-dihydro-1,6-naphthyridin-6(5H)-yl)-5-methylnicotinamide